C(C)N1N=CC(=C1)CN1C(N(C=C1)C1=C(C(=CC(=C1)N1C[C@@H](OCC1)C)C(F)(F)F)F)=O 1-[(1-ethyl-1H-pyrazol-4-yl)methyl]-3-{2-fluoro-5-[(2S)-2-methylmorpholin-4-yl]-3-(trifluoromethyl)phenyl}-1,3-dihydro-2H-imidazol-2-one